5-chloro-N-((1r,4r)-4-((3-(1-(2-methoxyethyl)-1H-benzo[d][1,2,3]triazol-5-yl)-2-oxo-2,3-dihydro-1H-benzo[d]imidazol-1-yl)methyl)cyclohexyl)-2-methylnicotinamide ClC=1C=NC(=C(C(=O)NC2CCC(CC2)CN2C(N(C3=C2C=CC=C3)C3=CC2=C(N(N=N2)CCOC)C=C3)=O)C1)C